(R)-6-isopropyl-2-methoxy-3-(3-methoxypropoxy)-10-oxo-5,10-dihydro-6H-pyrido[1,2-H][1,7]Naphthyridine-9-carboxylic acid C(C)(C)[C@H]1CC=2C=C(C(=NC2C=2N1C=C(C(C2)=O)C(=O)O)OC)OCCCOC